O1C=C(C=C1)S(=O)(=O)N1CCC2(CC(CO2)NC[C@@H](COC=2C=C(C=CC2)S(=O)(=O)NC)O)CC1 3-((2S)-3-(8-(furan-3-ylsulfonyl)-1-oxa-8-azaspiro[4.5]decan-3-ylamino)-2-hydroxypropoxy)-N-methylbenzenesulfonamide